CNC1=C(C(C1=O)=O)NCCCN(CCCCCCCC(=O)OCCC(CCCCC)CCCCC)CCCCCCCC(=O)OCCC(CCCCC)CCCCC bis(3-pentyloctyl) 8,8'-((3-((2-(methylamino)-3,4-dioxocyclobut-1-en-1-yl)amino)propyl)azanediyl)dioctanoate